C12N(CC(C1)C2)C2=C(C=CC=1N2N=C(N1)N)C=1C=NN(C1)C(C)OCC 5-(2-Azabicyclo[2.1.1]hexan-2-yl)-6-(1-(1-ethoxyethyl)-1H-pyrazol-4-yl)-[1,2,4]triazolo[1,5-a]pyridin-2-amine